C(C)C=1SC(=C(N1)C1=NC(=CC=C1)C)OC1=CC(=NC=C1)NC=1C=C(C(=O)N)C=CN1 2-((4-((2-ethyl-4-(6-methylpyridin-2-yl)thiazol-5-yl)oxy)pyridin-2-yl)amino)isonicotinamide